3-(5-[4-(4-Amino-1-piperidyl)but-1-ynyl]-3-methyl-2-oxo-benzimidazol-1-yl)piperidine-2,6-dione NC1CCN(CC1)CCC#CC1=CC2=C(N(C(N2C)=O)C2C(NC(CC2)=O)=O)C=C1